FC1=CC2=C(N(C(N2C)=O)C)C=C1CN[C@@H]1C[C@H]([C@H](CC1)NCC1=C(C=CC=C1)OC)O 5-Fluoro-6-((((1S,3R,4S)-3-hydroxy-4-((2-methoxybenzyl)amino)cyclohexyl)amino)methyl)-1,3-dimethyl-1,3-dihydro-2H-benzo[d]imidazol-2-one